C(C)C(C(=O)[O-])CCCC.[Bi+3].C(C)C(C(=O)[O-])CCCC.C(C)C(C(=O)[O-])CCCC bismuth (2-ethylhexanoate)